2-(difluoromethyl)-5-methoxypyridin-4-yl triflate O(S(=O)(=O)C(F)(F)F)C1=CC(=NC=C1OC)C(F)F